Nitroso-acetylpenicillamine N(=O)N([C@@H](C(C)(C)S)C(=O)O)C(C)=O